methyl styryl sulfide C(=CC1=CC=CC=C1)SC